5-(4-((((3R,4S)-1,4-dimethylpyrrolidin-3-yl)oxy)methyl)-1-methyl-1H-pyrazol-5-yl)pyrazolo[1,5-a]pyridin-2-amine CN1C[C@@H]([C@H](C1)C)OCC=1C=NN(C1C1=CC=2N(C=C1)N=C(C2)N)C